C(C)(C)(C)OC(=O)N1CCN(CC1)C(CCCBr)=O tert-butyl-4-(4-bromobutyryl)piperazine-1-carboxylate